C1C[C@H](N(C1)C(=O)[C@H](CC(=O)N)N)C(=O)O The molecule is a dipeptide composed of L-asparagine and L-proline joined by a peptide linkage. It has a role as a metabolite. It derives from a L-asparagine and a L-proline.